(4-(2-(2-aminopyridin-3-yl)-5-(methoxy-d3)-3H-imidazo[4,5-b]pyridin-3-yl)phenyl)methanol NC1=NC=CC=C1C1=NC=2C(=NC(=CC2)OC([2H])([2H])[2H])N1C1=CC=C(C=C1)CO